(S)-2-amino-N-((5-(3,6-dihydro-2H-pyran-4-yl)pyridin-2-yl)methyl)-3-methyl-N-(1-(pyrimidin-2-yl)ethyl)quinoline-6-carboxamide NC1=NC2=CC=C(C=C2C=C1C)C(=O)N([C@@H](C)C1=NC=CC=N1)CC1=NC=C(C=C1)C=1CCOCC1